2-methyl-3-(((trifluoromethyl)sulfonyl)oxy)-2,4,5,6,7,8-hexahydro-5,8-epiminocyclohepta[c]pyrazole-9-carboxylate CN1N=C2C(=C1OS(=O)(=O)C(F)(F)F)CC1CCC2N1C(=O)[O-]